ethyl (1s,3R,4S)-3,4-dihydroxycyclopentane-1-carboxylate O[C@@H]1CC(C[C@@H]1O)C(=O)OCC